(R)-4-((2-(3-amino-4,4-difluoropiperidin-1-yl)-6-chloro-1H-benzo[d]imidazol-1-yl)methyl)benzonitrile N[C@@H]1CN(CCC1(F)F)C1=NC2=C(N1CC1=CC=C(C#N)C=C1)C=C(C=C2)Cl